C12(CC3CC(CC(C1)C3)C2)CN2N=CC(=C2C)C=2C(=NC(=CC2)N2C=CC3=C2N=NC(=C3C)NC=3SC2=C(N3)C=CC=C2)C(=O)OCC ethyl 3-{1-[(adamantan-1-yl)methyl]-5-methyl-1H-pyrazol-4-yl}-6-{3-[(1,3-benzothiazol-2-yl)amino]-4-methyl-7H-pyrrolo[2,3-c]pyridazin-7-yl}pyridine-2-carboxylate